BrC1=C(OC=2C=C(OCCOC3CCN(CC3)C(=O)OC(C)(C)C)C=CC2)C=CC(=C1)CBr tert-butyl 4-[2-[3-[2-bromo-4-(bromomethyl)phenoxy]phenoxy]ethoxy]piperidine-1-carboxylate